OC(CCCC=C\C=C/C=CC(=O)O)C(CCCCCCCC)O (±)-11,12-dihydroxy-5Z,8Z,14Z-eicosatrienoic acid